2-((1H-pyrazol-5-yl)oxy)-2-methylpropan-1-ol N1N=CC=C1OC(CO)(C)C